9-(m-chlorophenyl)acridine ClC=1C=C(C=CC1)C=1C2=CC=CC=C2N=C2C=CC=CC12